COC1=C(C=CC=C1C)C1CC=2C=NN(C(C2CC1)=O)C1=NC=CC=C1 6-(2-Methoxy-3-methylphenyl)-2-(pyridin-2-yl)-5,6,7,8-tetrahydrophthalazin-1(2H)-one